tert-butyl 3-(2-ethoxy-1-fluoro-2-oxoethylidene)azetidine-1-carboxylate C(C)OC(C(F)=C1CN(C1)C(=O)OC(C)(C)C)=O